4-((3-chloro-2-(cyclopropanecarboxamido)pyridin-4-yl)Oxy-3-fluorophenyl)-1-phenyl-5-(trifluoromethyl)-1H-imidazole-4-carboxamide ClC=1C(=NC=CC1OC1=C(C=CC=C1F)C1(N=CN(C1C(F)(F)F)C1=CC=CC=C1)C(=O)N)NC(=O)C1CC1